C(C)O[C@H](CCN1N=C(C2=C1CC([C@H]2O)(F)F)C(F)(F)F)C(F)(F)F (4S)-1-[(3R)-3-ethoxy-4,4,4-trifluorobutyl]-5,5-difluoro-3-(trifluoromethyl)-4,6-dihydrocyclopenta[c]pyrazol-4-ol